OC1=C2C(C(COC2=C(C(=C1)O)C)C1=C(C=C(C=C1)O)O)=O 5,7-dihydroxy-8-methyl-3-(2',4'-dihydroxyphenyl)chroman-4-one